4-(benzo[b]thiophen-4-yl)-1-((4-((2-oxo-1,2-dihydroquinolin-7-yl)oxy)butyl)piperazin-1-ium-1-yl)methyl hydrogen phosphate P(=O)(OC[N+]1(CCN(CC1)C1=CC=CC=2SC=CC21)CCCCOC2=CC=C1C=CC(NC1=C2)=O)(O)[O-]